1-(5-ethyl-3,6-dimethoxypyridin-2-yl)propan-2-amine C(C)C=1C=C(C(=NC1OC)CC(C)N)OC